FC(OC=1C=C(ON2C=NC=C2C(=O)N)C=CC1)(F)F 3-(trifluoromethoxy)phenoxyl-1H-imidazole-5-carboxamide